(R)-3-methyl-4-(4-(3-methylpyridin-4-yl)-7-(1H-pyrazol-5-yl)imidazo[1,5-b]pyridazin-2-yl)morpholine 2-METHOXYETHYL-ACETATE COCCOC(C)=O.C[C@H]1N(CCOC1)C=1C=C(C=2N(N1)C(=NC2)C2=CC=NN2)C2=C(C=NC=C2)C